FC1=CC=CC=2NC[C@H](CCC21)NC(OC(C)(C)C)=O tert-butyl (S)-(6-fluoro-2,3,4,5-tetrahydro-1H-benzo[b]azepin-3-yl)carbamate